Cl.CN1C=C(C=2C1=NC=CC2)C2CCNCC2 1-methyl-3-(piperidin-4-yl)-1H-pyrrolo[2,3-b]Pyridine hydrochloride